Br.BrC=1C=NC=C(C1)CBr 3-bromo-5-(bromomethyl)pyridine hydrobromide